C(CCC)[C@@]1(C2(CC(C1)(C2)C2=CC=CC=C2)C(=O)C2=CC1=CC=CC=C1C=C2)C2=NC=CC=C2 ((1R,2R,4S)-2-butyl-4-phenyl-2-(pyridin-2-yl)bicyclo[2.1.1]hexan-1-yl)(naphthalen-2-yl)methanone